ClC1=CC(=NC=C1C)[C@@H](C)N([S@](=O)C(C)(C)C)CC (R)-N-((R)-1-(4-chloro-5-methylpyridin-2-yl)ethyl)-N-ethyl-2-methylpropan-2-sulfinamide